C(C=C(C(=O)OCCCCCCC)CC(=O)OCCCCCCC)(=O)OCCCCCCC tri-n-heptyl aconitate